NC1=C(C=C(N=N1)C1=C(C=CC=C1)O)N1C[C@H]2CC[C@@H](C1)N2C2=CC(=CC(=C2)OC2CCNCC2)F 2-(6-amino-5-((1R,5S)-8-(3-fluoro-5-(piperidin-4-yloxy)phenyl)-3,8-diazabicyclo[3.2.1]octan-3-yl)pyridazin-3-yl)phenol